ClC=1C(=NC(=CC1)OC)C=O 3-chloro-6-methoxy-2-pyridinyl-methanone